C(#N)C(C)(C)C1=CC=C(C=C1)N1C(=NC=2C=NC=3C=CC(=CC3C21)C2=CC=C(C#N)C=C2)C 4-(1-(4-(2-cyanopropan-2-yl)phenyl)-2-methyl-1H-imidazo[4,5-c]quinolin-8-yl)benzonitrile